3-methylsulfonylbenzamidine CS(=O)(=O)C=1C=C(C(=N)N)C=CC1